4-((2-chlorothieno[3,2-d]pyrimidin-4-yl)amino)benzonitrile ClC=1N=C(C2=C(N1)C=CS2)NC2=CC=C(C#N)C=C2